The molecule is a 1-pyrroline-5-carboxylic acid in which the chiral centre has R configuration. It is a conjugate acid of a (R)-1-pyrroline-5-carboxylate. It is an enantiomer of a (S)-1-pyrroline-5-carboxylic acid. C1C[C@@H](N=C1)C(=O)O